2,3-dihydro-benzofuran-5-carboxylic acid [2-(2-oxa-6-aza-spiro[3.4]oct-6-yl)-benzothiazol-5-yl]-amide C1OCC12CN(CC2)C=2SC1=C(N2)C=C(C=C1)NC(=O)C=1C=CC2=C(CCO2)C1